C(=O)C1=C(C=CC(=C1)C(F)(F)F)B(O)O (2-formyl-4-(trifluoromethyl)phenyl)boronic acid